CC=1C(=NC=CN1)NC1=C(C=CC=C1)[N+](=O)[O-] 3-methyl-N-(2-nitrophenyl)pyrazin-2-amine